FC1(OC2=C(O1)C=CC(=C2)C(C)N2C[C@@H](N(C[C@H]2C)C=2C=1N=C(N(C1N(C(N2)=O)C)CC)CC#N)C)F 2-(6-((2S,5R)-4-(1-(2,2-difluorobenzo[d][1,3]dioxol-5-yl)ethyl)-2,5-dimethylpiperazin-1-yl)-9-ethyl-3-methyl-2-oxo-3,9-dihydro-2H-purin-8-yl)acetonitrile